BrC1=CC(=NC=C1)N1CCC(CC1)CO (1-(4-bromopyridin-2-yl)piperidin-4-yl)methanol